2-(4-ethoxyphenyl)[1,2,4]triazolo[1,5-c]quinazolin C(C)OC1=CC=C(C=C1)C1=NN2C=NC=3C=CC=CC3C2=N1